FC1(CCC(CC1)OC1=C(C=C(COC=2C=C3N(C(N2)=O)C[C@H]2N3CCC2)C=C1F)F)F (S)-3-((4-((4,4-difluorocyclohexyl)oxy)-3,5-difluorobenzyl)oxy)-7,8,8a,9-tetrahydropyrrolo[1',2':3,4]imidazo[1,2-c]pyrimidin-1(6H)-one